N-((S)-(4,4-difluorocyclohexyl)(3-ethyl-2-(((3R,5R)-2-oxo-5-(trifluoromethyl)piperidin-3-yl)methyl)imidazo[1,2-b][1,2,4]triazin-6-yl)methyl)-1-methyl-1H-pyrazole-5-carboxamide FC1(CCC(CC1)[C@H](NC(=O)C1=CC=NN1C)C=1N=C2N(N=C(C(=N2)CC)C[C@@H]2C(NC[C@@H](C2)C(F)(F)F)=O)C1)F